CC1=NN(C(=C1)C)C=1N=C(C2=C(N1)N(C=C2)C)NC2=CC(=CC=C2)[N+](=O)[O-] 2-(3,5-dimethyl-1H-pyrazol-1-yl)-7-methyl-N-(3-nitrophenyl)-7H-pyrrolo[2,3-d]pyrimidin-4-amine